FC1=C(C=CC(=C1)F)C1=NC(=NO1)C=1C=C(C(=O)O)C=CC1 3-[5-(2,4-Difluoro-phenyl)-[1,2,4]oxadiazol-3-yl]-benzoic acid